racemic-2-[3-[(3aR,4S,6aS)-4-amino-3,3a,4,5,6,6a-hexahydro-1H-cyclopenta[c]pyrrol-2-yl]-1,2,4-triazin-6-yl]-5-(1H-pyrazol-4-yl)phenol N[C@H]1CC[C@@H]2CN(C[C@@H]21)C=2N=NC(=CN2)C2=C(C=C(C=C2)C=2C=NNC2)O |r|